tert-butyl-(4-(chloromethyl)phenethyl)dimethylsilane C(C)(C)(C)[Si](C)(C)CCC1=CC=C(C=C1)CCl